FC1=C(C=C(C=C1)C=1C2=C(N=NC1)N(C=N2)CC)B(O)O (2-Fluoro-5-(7-ethyl-7H-imidazo[4,5-c]pyridazin-4-yl)phenyl)boronic acid